tert-butyl 5-bromo-8-((5-hydroxypentyl) amino)-7-nitro-3,4-dihydroisoquinoline-2(1H)-carboxylate BrC1=C2CCN(CC2=C(C(=C1)[N+](=O)[O-])NCCCCCO)C(=O)OC(C)(C)C